1,2-bis(2,3-dimethyl-2,3-dicarboxycyclobutyl)ethane CC1(C(CC1(C(=O)O)C)CCC1C(C(C1)(C)C(=O)O)(C)C(=O)O)C(=O)O